ClC=1C=C(SC1Cl)C(=O)NC1=CC(=CC=C1)[C@H](C)NC=1C=NC=2C(N1)=NN(C2)CC (S)-4,5-dichloro-N-(3-(1-((2-ethyl-2H-pyrazolo[3,4-b]pyrazin-6-yl)amino)ethyl)phenyl)thiophene-2-carboxamide